N2-Isopropyl-5-(2-isopropyl-4,5-dimethoxy-benzyl)-pyrimidine-2,4-diamine C(C)(C)NC1=NC=C(C(=N1)N)CC1=C(C=C(C(=C1)OC)OC)C(C)C